N[C@]1([C@@](CCCC1)(C)N)C cis-1,2-diamino-1,2-dimethyl-cyclohexane